8-methoxy-1,2,3,4,10,10a-hexahydropyrido[4',3':4,5]Pyrrolo[1,2-a]Pyrazine COC1=CC=2CC3N(CCNC3)C2C=N1